CC([C@@H](C(=O)N1[C@@H](C[C@H](C1)O)C(=O)N[C@@H](C)C1=CC=C(C=C1)C1=C(N=CS1)C)NC(CC1(CCCC1)C[N+](=O)[O-])=O)(C)C (2S,4R)-1-((S)-3,3-dimethyl-2-(2-(1-(nitromethyl)cyclopentyl)acetamido)butanoyl)-4-hydroxy-N-((S)-1-(4-(4-methylthiazol-5-yl)phenyl)ethyl)pyrrolidine-2-carboxamide